(R)-N-[3-(2-[[6-(aminomethyl)pyridin-3-yl]amino]-5-fluoropyrimidin-4-yl)-1H-indol-7-yl]-3-methoxy-2-(4-methylpiperazin-1-yl)propanamide NCC1=CC=C(C=N1)NC1=NC=C(C(=N1)C1=CNC2=C(C=CC=C12)NC([C@@H](COC)N1CCN(CC1)C)=O)F